6-fluoro-1H-quinolin-4-one FC=1C=C2C(C=CNC2=CC1)=O